3-chloro-4-(1-cyclopropylethoxy)phenyl-N-[(2-morpholino-3-pyridyl)methyl]pyridazine-4-carboxamide ClC=1C=C(C=CC1OC(C)C1CC1)C=1N=NC=CC1C(=O)NCC=1C(=NC=CC1)N1CCOCC1